ethyl (R)-2-((R)-2-(((1r,4R)-4-((5'-chloro-6-(((4-cyanotetrahydro-2H-pyran-4-yl)methyl)amino)-[2,4'-bipyridin]-2'-yl)amino)cyclohexyl)amino)propoxy)propanoate ClC=1C(=CC(=NC1)NC1CCC(CC1)N[C@@H](CO[C@@H](C(=O)OCC)C)C)C1=NC(=CC=C1)NCC1(CCOCC1)C#N